6-(piperidine-1-carbonyl)-3,4-dihydro-1,8-naphthyridine N1(CCCCC1)C(=O)C=1C=C2CCC=NC2=NC1